2-(2-benzyl-4-methylphenoxy)-1-morpholinoethanone C(C1=CC=CC=C1)C1=C(OCC(=O)N2CCOCC2)C=CC(=C1)C